ethyl 5-amino-1-(4-bromo-2-chlorophenyl)-1H-imidazole-4-carboxylate NC1=C(N=CN1C1=C(C=C(C=C1)Br)Cl)C(=O)OCC